C(C1=CC=CC=C1)N1C(C(C[C@H]1CO[Si](C1=CC=CC=C1)(C1=CC=CC=C1)C(C)(C)C)=O)C 1-benzyl-2-methyl-(5S)-5-[[(tert-butyldiphenylsilyl)oxy]methyl]-3-oxopyrrolidine